4-(2-(3,6-diazabicyclo[3.1.1]hept-3-yl)pyrimidin-5-yl)-6-(2-morpholinoethoxy)pyrazolo[1,5-a]pyridine-3-carbonitrile C12CN(CC(N1)C2)C2=NC=C(C=N2)C=2C=1N(C=C(C2)OCCN2CCOCC2)N=CC1C#N